C(CNCCN1C(CCC1=O)=O)NCCN1C(CCC1=O)=O 1,1'-((ethane-1,2-diylbis(azanediyl))bis(ethane-2,1-diyl))bis(pyrrolidine-2,5-dione)